3-pentyloctyl 9-[decyl-[(1-methyl-4-piperidyl)methylsulfanylcarbonyl]amino]nonanoate C(CCCCCCCCC)N(CCCCCCCCC(=O)OCCC(CCCCC)CCCCC)C(=O)SCC1CCN(CC1)C